4'-((6-butyl-5-(ethyl-(phenyl)amino)-2,4-dihydroxypyridin-3-yl)sulfonyl)-[1,1'-biphenyl]-2-carboxamide C(CCC)C1=C(C(=C(C(=N1)O)S(=O)(=O)C1=CC=C(C=C1)C=1C(=CC=CC1)C(=O)N)O)N(C1=CC=CC=C1)CC